C1(CCCCC1)CN1CCC2(C(C2)CNC=2N=NC(=CC2)N2CCOCC2)CC1 N-[[6-(cyclohexylmethyl)-6-azaspiro[2.5]octan-2-yl]methyl]-6-morpholino-pyridazin-3-amine